N-(N,N-dimethylsulfamoyl)-2-((1,2,3,5,6,7-hexahydro-s-indacen-4-yl)amino)oxazole-5-carboxamide CN(S(=O)(=O)NC(=O)C1=CN=C(O1)NC1=C2CCCC2=CC=2CCCC12)C